2-ALLYL-4-PENTENOIC ACID C(C=C)C(C(=O)O)CC=C